COC1C(CN(CC1)CC1=CC(=NC=C1)C=1C=C2CN(C(C2=CC1)=O)C1C(NC(CC1)=O)=O)(C)C 3-(5-(4-((4-methoxy-3,3-dimethylpiperidin-1-yl)methyl)pyridin-2-yl)-1-oxoisoindolin-2-yl)piperidine-2,6-dione